1-(5-methyl-2-nitrophenyl)ethan-1-ol CC=1C=CC(=C(C1)C(C)O)[N+](=O)[O-]